C(C)(C)(C)C1N(CCCC1)C(=O)OC methanol tert-butyl-hexahydropyridine-1-carboxylate